N,N-di(2-picolyl)amine N1=C(C=CC=C1)CNCC1=NC=CC=C1